(-)-N-(2-((2,3-Dimethyl-1H-indol-1-yl)(o-tolyl)methyl)benzofuran-3-yl)-4-methylbenzenesulfonamide CC=1N(C2=CC=CC=C2C1C)C(C=1OC2=C(C1NS(=O)(=O)C1=CC=C(C=C1)C)C=CC=C2)C2=C(C=CC=C2)C